S1C(=NC2=C1C=CC=C2)NC2=C(C=C(N=N2)N(C=2SC(=C(N2)C(=O)OCC)C2CN(C2)C(NCC2=CC=CC=C2)=O)C)C ethyl 2-({6-[(1,3-benzothiazol-2-yl) amino]-5-methylpyridazin-3-yl} (methyl) amino)-5-[1-(benzylcarbamoyl) azetidin-3-yl]-1,3-thiazole-4-carboxylate